tert-butyl-(S)-3-(4-amino-7-(1-butoxyvinyl)-3-(pyrazolo[1,5-a]pyridin-6-ylethynyl)-1H-pyrazolo[4,3-c]pyridin-1-yl)pyrrolidine-1-carboxylate C(C)(C)(C)OC(=O)N1C[C@H](CC1)N1N=C(C=2C(=NC=C(C21)C(=C)OCCCC)N)C#CC=2C=CC=1N(C2)N=CC1